methyl (2E)-2-[(2-ethoxy-2-oxo-ethyl)hydrazono]propanoate C(C)OC(CN\N=C(\C(=O)OC)/C)=O